NC1=CC=C(C=C1)N1CCC(CC1)NC1CCN(CC1)C1=CC=C(C=C1)C1C(NC(CC1)=O)=O 3-(4-(4-((1-(4-aminophenyl)piperidin-4-yl)amino)piperidin-1-yl)phenyl)piperidine-2,6-dione